FC1=C(C(=CC=C1)C)N1CCC(CC1)C=1C(N(C2=CC=CC=C2N1)CC1=NC=CC=C1C(F)(F)F)=O 3-(1-(2-fluoro-6-methylphenyl)piperidin-4-yl)-1-((3-(trifluoromethyl)pyridin-2-yl)methyl)quinoxalin-2(1H)-one